3,4-diethyl-pyrrole C(C)C1=CNC=C1CC